CN([C@@H](CSC([2H])([2H])[2H])C(=O)O)C([C@H](C(C)(C)C)NC(=O)OC(C)(C)C)=O methyl-N-((S)-2-((tert-butoxycarbonyl)amino)-3,3-dimethylbutyryl)-S-(methyl-d3)-L-cysteine